(2S,4R)-methyl 4-hydroxy-1-(2-(3-methoxyisoxazol-5-yl)-3-methylbutanoyl)pyrrolidine-2-carboxylate O[C@@H]1C[C@H](N(C1)C(C(C(C)C)C1=CC(=NO1)OC)=O)C(=O)OC